C(CCCCCCCCC)OCCC(CN)N 1-(2-(decyloxy)ethyl)-1,2-ethylenediamine